C(C)(C)(C)OC([C@@H](COC1=CC=C(C=C1)[C@@H]1N=C(NC1)SC)O[Si](C)(C)C(C)(C)C)=O (R)-2-((tert-butyldimethylsilyl)oxy)-3-(4-((S)-2-(methylsulfanyl)-4,5-dihydro-1H-imidazol-4-yl)phenoxy)propanoic acid tert-butyl ester